N-(4-(6-amino-9-(1-hydroxypropan-2-yl)-8-oxo-8,9-dihydro-7H-purin-7-yl)benzyl)-5-fluoro-2-methoxybenzamide NC1=C2N(C(N(C2=NC=N1)C(CO)C)=O)C1=CC=C(CNC(C2=C(C=CC(=C2)F)OC)=O)C=C1